2-[2-(4-chloro-phenyl)-5,6-difluoro-benzoimidazol-1-yl]-2-cyclohexyl-N-(1-isopropyl-2-methyl-propyl)-acetamide ClC1=CC=C(C=C1)C1=NC2=C(N1C(C(=O)NC(C(C)C)C(C)C)C1CCCCC1)C=C(C(=C2)F)F